The molecule is the L-enantiomer of isoleucinium. It has a role as an Escherichia coli metabolite, a Saccharomyces cerevisiae metabolite and a plant metabolite. It is a conjugate acid of a L-isoleucine. It is an enantiomer of a D-isoleucinium. CC[C@H](C)[C@@H](C(=O)O)[NH3+]